FC(C1=CC=C(OC2=C3C=CC=CC3=CC=C2)C=C1)(F)F 5-(4-(trifluoromethyl)phenoxy)naphthalen